7-{2-[3-fluoro-4-({7-[3-(piperidin-1-yl)propoxy]quinolin-4-yl}oxy)phenyl]acetyl}-5-(4-fluorophenyl)-3,5-dihydrofuro[3,2-c]pyridin-6(2H)-one FC=1C=C(C=CC1OC1=CC=NC2=CC(=CC=C12)OCCCN1CCCCC1)CC(=O)C1=C2C(=CN(C1=O)C1=CC=C(C=C1)F)CCO2